C(C)(C)(C)C1=CC(=NO1)C(=O)O 5-tert-butylisoxazole-3-carboxylic acid